perfluoroheptyldimethylallylammonium iodide [I-].F[N+](C(C(=C(C(F)(F)F)C(F)(F)F)F)(F)F)(C(C(C(C(C(C(C(F)(F)F)(F)F)(F)F)(F)F)(F)F)(F)F)(F)F)F